5-(benzyloxy)-3-(cyclopropylmethyl)-1-(7,8-difluoroindeno[1,2-a]inden-4b(9H)-yl)-2,3-dihydro-1H-pyrido[2,1-f][1,2,4]triazine-4,6-dione C(C1=CC=CC=C1)OC=1C(C=CN2N(CN(C(C21)=O)CC2CC2)C21C(=CC3=CC=CC=C23)CC=2C(=C(C=CC21)F)F)=O